2-(3-methyltetrahydrofuran-3-yl)-6-(4-pyridyl)-N3-tetrahydrofuran-3-ylpyridin-2,3-diamine CC1(COCC1)C1(NC(=CC=C1NC1COCC1)C1=CC=NC=C1)N